2-((3-cyclopropoxy-1-(2-methoxyethyl)-1H-pyrazol-4-yl)amino)-7-(tetrahydro-2H-pyran-4-yl)-7H-pyrrolo[2,3-d]pyrimidine-6-carbonitrile C1(CC1)OC1=NN(C=C1NC=1N=CC2=C(N1)N(C(=C2)C#N)C2CCOCC2)CCOC